ClC=1C(=C(C=CC1)NC1=NC=NC2=CC(=C(C=C12)NC1CN(C1)C(=O)OCC1=CC=CC=C1)OC)F benzyl 3-((4-((3-chloro-2-fluorophenyl)amino)-7-methoxyquinazolin-6-yl)amino)azetidine-1-carboxylate